CCCC(=O)/C=C/C=C(/C(=O)O)\\[O-] The molecule is a hydroxy monocarboxylic acid anion obtained by deprotonation of the carboxy group of 2-hydroxy-6-oxonona-2,4-dienoic acid; major species at pH 7.3. It is a 6-oxo monocarboxylic acid anion and a hydroxy monocarboxylic acid anion. It is a conjugate base of a 2-hydroxy-6-oxonona-2,4-dienoic acid.